1-(4-fluorophenyl)-3-methyl-1H-pyrazol FC1=CC=C(C=C1)N1N=C(C=C1)C